7-(4,4,5,5-tetramethyl-1,3,2-dioxaborolan-2-yl)-3,4-dihydroisoquinoline CC1(OB(OC1(C)C)C1=CC=C2CCN=CC2=C1)C